4-[(4S)-5,5-difluoro-4-hydroxy-3-(trifluoromethyl)-6,7-dihydro-4H-indazol-1-yl]-2-methylbutanenitrile FC1([C@H](C=2C(=NN(C2CC1)CCC(C#N)C)C(F)(F)F)O)F